6-(morpholin-4-yl)-1H-benzimidazole-4-carboxylic acid N1(CCOCC1)C=1C=C(C2=C(NC=N2)C1)C(=O)O